NC1=C(C(=NN1C1CC(C1)(C)O)C1=CC=C2C=CC(=NC2=C1F)Cl)C#N 5-amino-3-(2-chloro-8-fluoroquinolin-7-yl)-1-((1s,3s)-3-hydroxy-3-methylcyclobutyl)-1H-pyrazole-4-carbonitrile